3-(4-((1-(3,4,5-trimethoxyphenyl)-1H-imidazol-4-yl)amino)thieno[2,3-D]pyrimidin-2-yl)benzamide COC=1C=C(C=C(C1OC)OC)N1C=NC(=C1)NC=1C2=C(N=C(N1)C=1C=C(C(=O)N)C=CC1)SC=C2